(2R,3R,4S,5R,6R)-2-(hydroxymethyl)-5-methoxy-6-((8-methyl-1-oxa-2,8-diazaspiro[4.5]dec-2-en-3-yl)methyl)-4-(4-(3,4,5-trifluorophenyl)-1H-1,2,3-triazol-1-yl)tetrahydro-2H-pyran-3-ol OC[C@H]1O[C@@H]([C@@H]([C@H]([C@H]1O)N1N=NC(=C1)C1=CC(=C(C(=C1)F)F)F)OC)CC1=NOC2(C1)CCN(CC2)C